C(C1=CC=CC=C1)N1CC2C(C1)CN(C2C(=O)O)C(=O)OC(C)(C)C 5-benzyl-2-(tert-butoxycarbonyl)octahydropyrrolo[3,4-c]pyrrole-1-carboxylic acid